(Z)-5-((8-(dimethylamino)quinolin-2-yl)methylene)-2-(phenylamino)-3,5-dihydro-4H-imidazol-4-one CN(C=1C=CC=C2C=CC(=NC12)\C=C/1\C(NC(=N1)NC1=CC=CC=C1)=O)C